C1(=CC=CC=C1)C(=C1CNC1)C1=CC=CC=C1 3-(diphenylmethylene)azetidine